C1(CC1)C([C@@H](C(=O)NC=1C=C2CC(CC2=CC1)C1C(N[C@@H](C1)C(C)C)=O)NC(=O)C1=NON=C1C)C1CC1 N-((2S)-1,1-dicyclopropyl-3-((2-((5S)-5-isopropyl-2-oxopyrrolidin-3-yl)-2,3-dihydro-1H-inden-5-yl)amino)-3-oxopropan-2-yl)-4-methyl-1,2,5-oxadiazole-3-carboxamide